N-[3-(1H-benzo[d]imidazol-2-yl)phenyl]-5-(3-thienyl)pyrimidin-2-amine N1C(=NC2=C1C=CC=C2)C=2C=C(C=CC2)NC2=NC=C(C=N2)C2=CSC=C2